3-(4-fluoro-4-piperidinyl)pyridine dihydrochloride Cl.Cl.FC1(CCNCC1)C=1C=NC=CC1